ClC=1C(=C(C=CC1F)N(C(=O)[C@H]1N(C(N(C1)CCSC)=O)C1=NC(=CC(=C1)C(F)(F)F)C)C)F (S)-N-(3-chloro-2,4-difluorophenyl)-N-methyl-3-(6-methyl-4-(trifluoromethyl)pyridin-2-yl)-1-(2-(methylthio)ethyl)-2-oxoimidazolidine-4-carboxamide